isohexyl pivalate (isohexyl neopentanoate) C(CCC(C)C)CC(C(=O)O)(C)C.C(C(C)(C)C)(=O)OCCCC(C)C